O(C1=CC=CC=C1)C=1C=C2C3=C(C=NC2=CC1)C(C1=C3C=NC(=N1)C(F)(F)F)=O 2-phenoxy-9-(trifluoromethyl)-7H-pyrimido[5',4':3,4]cyclopenta[1,2-c]quinolin-7-one